4-(5-(2-cyanoacetyl)-5-azaspiro[2.5]oct-7-en-8-yl)-1H-pyrrolo[2,3-b]pyridin C(#N)CC(=O)N1CC2(CC2)C(=CC1)C1=C2C(=NC=C1)NC=C2